N-(2-(1H-indol-3-yl)ethyl)-2-(5-fluoropyridin-3-yl)-8,8-dimethyl-5,6,7,8-tetrahydropyrido[3,4-d]pyrimidin-4-amine N1C=C(C2=CC=CC=C12)CCNC=1C2=C(N=C(N1)C=1C=NC=C(C1)F)C(NCC2)(C)C